Cl.NC(C(=O)N1[C@@H](CN(CC1)C(=O)NC1=NC(N(C=C1)C1=CC=C(C=C1)CN1CCC(CC1)CN)=O)C)(C)C (R)-4-(2-Amino-2-methylpropanoyl)-N-(1-(4-((4-(aminomethyl)piperidin-1-yl)methyl)phenyl)-2-oxo-1,2-dihydropyrimidin-4-yl)-3-methylpiperazine-1-carboxamide hydrochloride salt